N,N-dimethylhexacosane-17,20-dien-9-amine CN(C(CCCCCCCC)CCCCCCCC=CCC=CCCCCC)C